2,6-dichloro-8-(difluoromethyl)-9-ethyl-9H-purine ClC1=NC(=C2N=C(N(C2=N1)CC)C(F)F)Cl